CC1=C(C=CC(=C1C)F)[N+](=O)[O-] 2,3-dimethyl-4-fluoronitrobenzene